2-(4-chloro-2-fluoro-phenyl)acetic acid ClC1=CC(=C(C=C1)CC(=O)O)F